(3-methoxy-4,5-bis((2-(trimethylsilyl)ethoxy)methoxy)phenyl)methanol COC=1C=C(C=C(C1OCOCC[Si](C)(C)C)OCOCC[Si](C)(C)C)CO